2-(adamantan-1-yl)-N-(2-(3-(7-(4-(2-hydroxyethyl)piperazin-1-yl)-2-methyl-3-phenylpyrazolo[1,5-a]pyrimidin-5-yl)phenethoxy)ethyl)acetamide C12(CC3CC(CC(C1)C3)C2)CC(=O)NCCOCCC2=CC(=CC=C2)C2=NC=3N(C(=C2)N2CCN(CC2)CCO)N=C(C3C3=CC=CC=C3)C